COC(=O)C1N=C(OC1)C1=CC=C(C=C1)I 2-(4-iodophenyl)-4,5-dihydrooxazole-4-carboxylic acid methyl ester